BrC1=NC(=CC=C1)OCCOC 2-bromo-6-(2-methoxyethoxy)pyridine